COC=1C=C2C(=CC=NC2=CC1OC)OC1=CC=C(C=C1)NC(/C(/C)=N/OCC1=CC=CC=C1)=O (2E)-N-(4-{[6,7-bis(methyloxy)quinolin-4-yl]oxy}phenyl)-2-{[(phenylmethyl)oxy]imino}propanamide